6-(4-chlorophenyl)-3-((1s,4s)-4-hydroxycyclohexyl)-8-(pyridin-3-yl)pyrido[3,4-d]pyrimidin-4(3H)-one ClC1=CC=C(C=C1)C1=CC2=C(N=CN(C2=O)C2CCC(CC2)O)C(=N1)C=1C=NC=CC1